N6-(2,4-dimethoxybenzyl)-2-hydroxy-N1-isopropyl-N6,3-dimethyl-3-((S)-4-methyl-2-nonanamidopentanamido)hexanediamide COC1=C(CN(C(CCC(C(C(=O)NC(C)C)O)(NC([C@H](CC(C)C)NC(CCCCCCCC)=O)=O)C)=O)C)C=CC(=C1)OC